2-Methylene-4-oxo-4-((pivaloyloxy)methoxy)butanoic acid C=C(C(=O)O)CC(OCOC(C(C)(C)C)=O)=O